(2R,4S)-N-((S)-1-((5-chloro-2-hydroxy-3-methylbenzyl)amino)-1-oxopropan-2-yl)-4-phenylpiperidine-2-carboxamide hydrochloride Cl.ClC=1C=C(C(=C(CNC([C@H](C)NC(=O)[C@@H]2NCC[C@@H](C2)C2=CC=CC=C2)=O)C1)O)C